N1(C=CC=2C=NC=CC21)C[C@@H]2CC[C@H](CC2)C(=O)O trans-4-(pyrrolo[3,2-c]pyridin-1-ylmethyl)cyclohexanecarboxylic acid